CCCC=C(CC)O 4-hepten-5-ol